2-({4-[2-(4-chlorophenyl)-2-methyl-1,3-benzodioxol-4-yl]piperidin-1-yl}methyl)-1-(2-methoxyethyl)-1H-benzimidazole-6-carboxylic acid, formate salt C(=O)O.ClC1=CC=C(C=C1)C1(OC2=C(O1)C=CC=C2C2CCN(CC2)CC2=NC1=C(N2CCOC)C=C(C=C1)C(=O)O)C